antimony-bismuth-tin [Sn].[Bi].[Sb]